C(=O)(OC(C)(C)C)N(N)CC1=CC2=CC=C(C=C2C=C1)OC 1-Boc-1-(6-methoxy-2-naphthylmethyl)hydrazine